4-[4-(11-diethoxyphosphoryl-undecyloxy)-2,3-difluoro-phenyl]tetrahydropyran C(C)OP(=O)(OCC)CCCCCCCCCCCOC1=C(C(=C(C=C1)C1CCOCC1)F)F